5,7-difluoro-3,4-dihydronaphthalen-1(2H)-one FC1=C2CCCC(C2=CC(=C1)F)=O